C(C)OC(=O)C1C(NC[C@H]1C1=CC=C(C=C1)Cl)=O (4R)-2-oxo-4-(4-chlorophenyl)pyrroline-3-carboxylic acid ethyl ester